NC(C)=CCC 2-amino-pent-2-en